ClCCCC1=CC=C(C(=O)NC2=CC(=CC=C2)S(NC2=CC(=CC=C2)C2C(NC(CC2)=O)=O)(=O)=O)C=C1 4-(3-chloropropyl)-N-(3-(N-(3-(2,6-dioxopiperidin-3-yl)phenyl)sulfamoyl)phenyl)benzamide